1-(5-(2,6-diisopropylphenyl)-1H-pyrrol-2-yl)-N,N-dimethylmethylamine C(C)(C)C1=C(C(=CC=C1)C(C)C)C1=CC=C(N1)CN(C)C